tert-butyl (1-(difluoromethyl)-7-(4,4,5,5-tetramethyl-1,3,2-dioxaborolan-2-yl)-1H-benzo[d]imidazol-2-yl)carbamate FC(N1C(=NC2=C1C(=CC=C2)B2OC(C(O2)(C)C)(C)C)NC(OC(C)(C)C)=O)F